5-(1-phenyl-1H-pyrazol-4-yl)-N-propyl-N-[(3S)-pyrrolidin-3-yl]thiophene-3-carboxamide C1(=CC=CC=C1)N1N=CC(=C1)C1=CC(=CS1)C(=O)N([C@@H]1CNCC1)CCC